BrC=1C(=C2C(=C(C=NC2=CC1OC)C(=O)[O-])NC(CO)C1=NC=CC=C1)F 6-bromo-5-fluoro-4-((2-hydroxy-1-(pyridin-2-yl)ethyl)amino)-7-methoxyquinoline-3-carboxylate